C1(=CC=C(C=C1)C1=NC(=NC(=N1)C1=CC=C(C2=CC=CC=C12)Br)C1=CC=CC=C1)C1=CC=CC=C1 2-([1,1'-biphenyl]-4-yl)-4-(4-bromonaphthalen-1-yl)-6-phenyl-1,3,5-triazine